NC=1C(=CC2=C(O[C@@H](C(N2[C@@H](C)C2=CC=CC=C2)=O)C)C1)C(F)(F)F (R)-7-amino-2-methyl-4-((S)-1-phenylethyl)-6-(trifluoromethyl)-2H-benzo[b][1,4]oxazin-3(4H)-one